NC1=C(C2=C(CSCC2)S1)C(=O)OCC ethyl 2-amino-5,7-dihydro-4H-thieno[2,3-C]thiopyran-3-carboxylate